C(#N)C1=CC=C2C(=C(C=NC2=C1C1=CC(=CC(=C1)Cl)Cl)C(=O)NN1CCOC2=C1C=CC=C2)N2CCOCC2 7-cyano-8-(3,5-dichlorophenyl)-N-(2,3-dihydro-1,4-benzoxazin-4-yl)-4-morpholino-quinoline-3-carboxamide